C[C@H]1CC[C@H](CN1C(CC=1C=NC=NC1)=O)C(=O)O (3R,6S)-6-methyl-1-(2-(pyrimidin-5-yl)acetyl)piperidine-3-carboxylic acid